methyl 2-((4-(6-hydroxypyridin-2-yl) piperidin-1-yl)methyl)-1-(oxetan-2-ylmethyl)-1H-benzo[d]imidazole-6-carboxylate OC1=CC=CC(=N1)C1CCN(CC1)CC1=NC2=C(N1CC1OCC1)C=C(C=C2)C(=O)OC